IC=1C=C(C=CC1)N1CC2=C(CCC1)N=CN=C2N 6-(3-Iodophenyl)-6,7,8,9-tetrahydro-5H-pyrimido[5,4-c]azepin-4-amine